BrC1=C(C=O)C=CC(=N1)C(C)(C)C 2-bromo-6-(tert-butyl)nicotinaldehyde